Methyl 2-((6-((3,6-dichloro-5-cyanopyridin-2-yl)amino)-1-(oxetan-3-ylmethyl)-2-oxo-1,2-dihydroquinolin-3-yl)oxy)acetate ClC=1C(=NC(=C(C1)C#N)Cl)NC=1C=C2C=C(C(N(C2=CC1)CC1COC1)=O)OCC(=O)OC